FC1=CC=C2C(CN(C2=C1)C(=O)O)C(=O)O 6-fluoroindoline-1,3-dicarboxylic acid